(S)-N-(7-((3-hydroxyoxetan-3-yl)ethynyl)-5-methyl-4-oxo-2,3,4,5-tetrahydrobenzo[b][1,4]oxazepin-3-yl)-4-phenoxypicolinamide OC1(COC1)C#CC1=CC2=C(OC[C@@H](C(N2C)=O)NC(C2=NC=CC(=C2)OC2=CC=CC=C2)=O)C=C1